(S)-{4-[2-(4-Methyl-3,4-dihydro-2H-benzo[1,4]oxazine-7-sulfonylamino)-2-(2-thiophen-2-ylthiazol-4-yl)ethyl]phenyl}sulfamic acid CN1CCOC2=C1C=CC(=C2)S(=O)(=O)N[C@@H](CC2=CC=C(C=C2)NS(O)(=O)=O)C=2N=C(SC2)C=2SC=CC2